acrylic acid-2-hydroxy-3-acryloyloxypropyl ester OC(COC(C=C)=O)COC(C=C)=O